OC=1C(C=CN2N([C@H]3N(C(C21)=O)CCOC3)[C@@H]3C2=C(SCC1=C3C=CC(=C1F)F)C=CS2)=O (12aR)-7-hydroxy-12-[(10S)-6,7-difluoro-5,10-dihydrothieno[3,2-c][2]benzothiepin-10-yl]-3,4,12,12a-tetrahydro-1H-[1,4]oxazino[3,4-c]pyrido[2,1-f][1,2,4]triazine-6,8-dione